2-(1-acetylpiperidin-3-yl)-5-hydroxy-N-(isoxazol-4-yl)-1-methyl-6-oxo-1,6-dihydropyrimidine-4-carboxamide C(C)(=O)N1CC(CCC1)C=1N(C(C(=C(N1)C(=O)NC=1C=NOC1)O)=O)C